CC(C)[C@]\\1(CCC2=C[C@@H](CC(=C)[C@H](CC[C@](/C=C1)(C)O)O)OC2=O)O The molecule is a cembrane diterpenoid that is cembra-2E,8-(19),11Z-trien-20,10-olide substituted by hydroxy groups at positions 1, 4 and 7. It has been isolated from the leaves of Croton gratissimus. It has a role as a metabolite. It is a cembrane diterpenoid, a diterpene lactone, a macrocycle and a triol.